CC1N(CC2(CCC2)C1)S(=O)(=O)C1=CC=C2CCN(CC2=C1)C(=O)[O-] 7-((7-methyl-6-azaspiro[3.4]octan-6-yl)sulfonyl)-3,4-dihydroisoquinoline-2(1H)-carboxylate